BrC1=CN=C(S1)CC1=CC=C(C=C1)OC 5-bromo-2-[(4-methoxyphenyl)methyl]thiazole